azetidin-1-yl-[7,8-dichloro-6-(2,6-difluorophenyl)-4H-[1,2,4]triazolo[1,5-a][1,4]benzodiazepin-2-yl]methanone N1(CCC1)C(=O)C1=NN2C(CN=C(C3=C2C=CC(=C3Cl)Cl)C3=C(C=CC=C3F)F)=N1